FC(C=1N=C(N(C1)C(C(F)(F)F)C)C1=CC=C(C(=O)O)C=C1)(F)F 4-[4-(trifluoromethyl)-1-(2,2,2-trifluoro-1-methyl-ethyl)imidazol-2-yl]benzoic acid